(R)-3-(((1-(allyloxy)-3-((tert-butyldiphenylsilyl)oxy)propan-2-yl)oxy)methyl)-5-fluorobenzonitrile C(C=C)OC[C@H](CO[Si](C1=CC=CC=C1)(C1=CC=CC=C1)C(C)(C)C)OCC=1C=C(C#N)C=C(C1)F